C(C)(C)(C)C1=NC(=C(C(=O)O)C=C1N)NC12CC3CC(CC(C1)C3)C2 tert-butyl-2-(((3s,5s,7s)-adamantan-1-yl)amino)-5-aminonicotinic acid